O1C(=CC=C1)C=1OC(NN1)C1=CC(=CC=C1)[N+](=O)[O-] 2-(Furan-2-yl)-5-(3-nitrophenyl)-1,3,4-oxadiazoleN